9,9'-(2-(9H-carbazol-9-yl)-3,5-bis(4,6-diphenyl-1,3,5-triazin-2-yl)-1,4-phenylene)bis(3-methyl-9H-carbazole) C1=CC=CC=2C3=CC=CC=C3N(C12)C1=C(C=C(C(=C1C1=NC(=NC(=N1)C1=CC=CC=C1)C1=CC=CC=C1)N1C2=CC=CC=C2C=2C=C(C=CC12)C)C1=NC(=NC(=N1)C1=CC=CC=C1)C1=CC=CC=C1)N1C2=CC=CC=C2C=2C=C(C=CC12)C